BrC=1C=C(OCC2COC2)C=CC1F 3-[(3-bromo-4-fluoro-phenoxy)methyl]oxetane